7-(2-deoxy-2-fluoro-β-D-arabinofuranosyl)-7H-pyrrolo[2,3-d]pyrimidin-4-amine F[C@@H]1[C@@H](O[C@@H]([C@H]1O)CO)N1C=CC2=C1N=CN=C2N